ON=C(N)C1=CC=C(C=C1)N1N=CC(=C1)C(=O)OCC ethyl 1-(4-(N'-hydroxycarbamimidoyl)phenyl)-1H-pyrazole-4-carboxylate